(S)-2-(1,7-Dimethyl-4-oxo-1,4-dihydro-5H-pyrazolo[3,4-d]pyridazin-5-yl)-N-(1-(2-fluoro-4-methylphenyl)ethyl)acetamid CN1N=CC2=C1C(=NN(C2=O)CC(=O)N[C@@H](C)C2=C(C=C(C=C2)C)F)C